2-(5-(amino(phenyl)methyl)-1H-pyrazol-3-yl)-N-(1-methylpiperidin-4-yl)-1-(2,2,2-trifluoroethyl)-1H-indol-4-amine NC(C1=CC(=NN1)C=1N(C=2C=CC=C(C2C1)NC1CCN(CC1)C)CC(F)(F)F)C1=CC=CC=C1